tert-butyl 4-[[4-[8-chloro-7-(3,4-diaminophenoxy)quinoxalin-2-yl]pyrazol-1-yl]methyl]piperidine-1-carboxylate ClC=1C(=CC=C2N=CC(=NC12)C=1C=NN(C1)CC1CCN(CC1)C(=O)OC(C)(C)C)OC1=CC(=C(C=C1)N)N